N1-(3-(6-(2,6-dichloro-3,5-dimethoxyphenyl)-4,5,6,7-tetrahydro-1H-indazol-3-yl)-4-nitrophenyl)-N1,N2,N2-trimethylethane-1,2-diamine ClC1=C(C(=C(C=C1OC)OC)Cl)C1CCC=2C(=NNC2C1)C=1C=C(C=CC1[N+](=O)[O-])N(CCN(C)C)C